cyclopropyl N-[(1S)-2-[3-hydroxy-4-(3-methylimidazol-4-yl)anilino]-1-[(1R)-7-(1-isopropyl-6-oxo-3-pyridyl)tetralin-1-yl]-2-oxo-ethyl]carbamate OC=1C=C(NC([C@H]([C@@H]2CCCC3=CC=C(C=C23)C2=CN(C(C=C2)=O)C(C)C)NC(OC2CC2)=O)=O)C=CC1C=1N(C=NC1)C